1-(1-((4-(Trifluoromethyl)phenyl)sulfonyl)-1H-indol-3-yl)ethane-1-one FC(C1=CC=C(C=C1)S(=O)(=O)N1C=C(C2=CC=CC=C12)C(C)=O)(F)F